(2S,4R)-tert-butyl 2-(5-chlorobenzo[d]thiazol-2-yl)-4-hydroxypyrrolidine-1-carboxylate ClC=1C=CC2=C(N=C(S2)[C@H]2N(C[C@@H](C2)O)C(=O)OC(C)(C)C)C1